C(=O)[O-].C(C1=CC=CC=C1)OC(=O)N1CC[N+](CC1)(CC(=O)OC(C)(C)C)CCCNC(=O)OC(C)(C)C 4-[3-(tert-butoxycarbonylamino)propyl]-4-(2-tert-butoxy-2-oxo-ethyl)piperazine-4-ium-1-carboxylic acid benzyl ester formate